COCC[N+]1(CCCC1)C(C)C N-methoxyethyl-N-iso-propylpyrrolidinium